CC(CCN1C(C=C(C=C1)C1=NC=2N(C=C1)N=CC2C2=C(C=CC(=C2)F)OC)=O)(C)C 1-(3,3-dimethylbutyl)-4-(3-(5-fluoro-2-methoxyphenyl)pyrazolo[1,5-a]pyrimidin-5-yl)pyridin-2(1H)-one